N=1C=NN2C1C=CC(=C2)N2C(C(=CC=C2)NC2=NC=1N(C(=C2)NC)N=CC1C(=O)N[C@H]1[C@@H](CC1)OC)=O 5-((1-([1,2,4]Triazolo[1,5-a]pyridin-6-yl)-2-oxo-1,2-dihydropyridin-3-yl)amino)-N-((1r,2r)-2-methoxycyclobutyl)-7-(methylamino)pyrazolo[1,5-a]pyrimidine-3-carboxamide